N[C@H](C(=O)N[C@H](C(=O)NC)[C@H](CC)C)CCCNC1=NC(=NC(=C1)Cl)N (2S,3S)-2-[(2S)-2-amino-5-[(2-amino-6-chloropyrimidin-4-yl)amino]pentanamido]-N,3-dimethylpentanamide